C(C)S(=O)(=O)N1[C@@H](C[C@H](C1)OC1=C(C=C(C=C1)I)F)C(=O)NC (2S,4R)-1-(ethylsulfonyl)-4-(2-fluoro-4-iodophenoxy)-N-methylpyrrolidine-2-carboxamide